(S)- and (R)-2-(1-((4-carboxyphenyl)amino)-3-(3,3-difluorocyclobutyl)-1-oxopropan-2-yl)-5-(3-chloro-6-(difluoromethoxy)-2-fluorophenyl)pyridine 1-oxide C(=O)(O)C1=CC=C(C=C1)NC([C@@H](CC1CC(C1)(F)F)C1=[N+](C=C(C=C1)C1=C(C(=CC=C1OC(F)F)Cl)F)[O-])=O |r|